3-(2-propen-1-yl-(ethoxy)phosphoryl)propionic acid ethyl ester C(C)OC(CCP(=O)(OCC)CC=C)=O